FC(CSC=1C=CC=C(C(=O)N)C1)(F)F 5-[(2,2,2-trifluoroethyl)sulfanyl]benzamide